1-(2-chlorothieno[3,2-d]pyrimidin-4-yl)-N-(4-chlorophenyl)piperidine-4-carboxamide ClC=1N=C(C2=C(N1)C=CS2)N2CCC(CC2)C(=O)NC2=CC=C(C=C2)Cl